8-[8-(2,6-difluorophenyl)-5-methyl-3,4,7,9,12-pentazatricyclo[8.4.0.02,6]tetradeca-1(10),2(6),4,7,11,13-hexaen-13-yl]-2,5-dioxa-8-azaspiro[3.5]nonane FC1=C(C(=CC=C1)F)C1=NC=2C(=NNC2C=2C=C(N=CC2N1)N1CCOC2(COC2)C1)C